OC(CS(=O)(=O)[O-])C.[Cu+2].OC(CS(=O)(=O)[O-])C Copper 2-hydroxypropanesulfonate